ClC1=CC=C(NC1=O)C(=O)N(C)C1COCC=2NC(C=3C=C(C(=CC3C21)F)F)=O 5-chloro-N-(8,9-difluoro-6-oxo-1,4,5,6-tetrahydro-2H-pyrano[3,4-c]isoquinolin-1-yl)-N-methyl-6-oxo-1,6-dihydropyridine-2-carboxamide